O1CCC(=CC1)C1=CC=C(C=2NC(=NC21)NC(=O)C=2C=NN(C2)C)OC N-[4-(3,6-dihydro-2H-pyran-4-yl)-7-methoxy-1H-1,3-benzodiazol-2-yl]-1-methyl-1H-pyrazole-4-carboxamide